9-Amino-4-(4-methyl-1,4-diazepan-1-yl)-11-thia-1,3-diazatetracyclo-[8.7.0.02,7.012,17]heptadeca-2(7),3,5,9,12,14,16-heptaen-8-one NC=1C(C=2C=CC(=NC2N2C3=CC=CC=C3SC12)N1CCN(CCC1)C)=O